1-maleimido-5-maleimidomethyl-3,3,5-trimethylcyclohexane C1(C=CC(N1C1CC(CC(C1)(C)CN1C(C=CC1=O)=O)(C)C)=O)=O